propan-2-yl-2-methylbutanoate CC(C)OC(C(CC)C)=O